C(C1=CC=CC=C1)OC(=O)N1[C@@H]([C@@H](CC1)O)C(=O)O (2S,3R)-1-benzyloxycarbonyl-3-hydroxy-pyrrolidine-2-carboxylic acid